glycine-HBr Br.NCC(=O)O